ClC1=C(C=CC=C1)COCC(=O)N1CCN(CC1)C(CCC1=CC=C(C=C1)OC)=O 1-[4-[2-[(2-chlorophenyl)methoxy]acetyl]-1-piperazinyl]-3-(4-methoxyphenyl)-1-Propanone